CC1C(COC1)O 4-methyloxolane-3-ol